NC1=NC=C(C=C1OC1=CC=C(C=C1)NC(=O)NC1=CC=C(C=C1)C)Cl 1-(4-((2-amino-5-chloropyridin-3-yl)oxy)phenyl)-3-(4-tolyl)urea